dimethyl 8-[2-(1-methylpyrrolidin-2-yl)ethylamino]pentadecanedioate CN1C(CCC1)CCNC(CCCCCCC(=O)OC)CCCCCCC(=O)OC